CC1(C(=O)NC1)C dimethylpropionlactam